3-amino-1-methylpyridine-2(1H)-one NC=1C(N(C=CC1)C)=O